FC(C(C)NC1=NC=CC=C1C(=O)NC=1C=NC(=C(C1)C=1C=NC2=CC(=NC=C2C1)NCC1=CC=C(C=C1)OC)C)F 2-[(2,2-difluoro-1-methyl-ethyl)amino]-N-[5-[7-[(4-methoxyphenyl)methyl-amino]-1,6-naphthyridin-3-yl]-6-methyl-3-pyridinyl]pyridine-3-carboxamide